O=C1NC(CCC1C1=C(C=C(C=C1F)N1CC(C1)NC(OC1CN(C1)C(C1=CC=C(C=C1)C)=O)=O)F)=O 1-(4-methylbenzoyl)azetidin-3-yl (1-(4-(2,6-dioxopiperidin-3-yl)-3,5-difluorophenyl)azetidin-3-yl)carbamate